N1N=CC2=CC(=CC=C12)C[C@@H](CNC(=O)[C@H]1[C@](C1)(C1=CC=CC=C1)C)N1CCOCC1 (1R,2S)-N-((S)-3-(1H-indazol-5-yl)-2-morpholinopropyl)-2-methyl-2-phenylcyclopropane-1-carboxamide